isopropyl (S)-6-diazo-2-((S)-2-hydroxy-2-(pyrimidin-2-yl)acetamido)-5-oxohexanoate [N+](=[N-])=CC(CC[C@@H](C(=O)OC(C)C)NC([C@H](C1=NC=CC=N1)O)=O)=O